FC=1C(=C(C#N)C=CC1N1CCC(CC1)C1=CC=C(C=C1)N1CCC(CC1)C=O)C(F)(F)F 3-fluoro-4-(4-(4-(4-formylpiperidin-1-yl)phenyl)piperidin-1-yl)-2-(trifluoromethyl)-benzonitrile